C1(CCC1)NCC1=C(C2=C(C=CC(=NO2)O)C=C1)O 8-((cyclobutylamino)methyl)-3,9-dihydroxybenzo[5,6]oxazepin